carbonyl-phosphoramidite C(=O)=NP([O-])[O-]